C(#N)C1=CC=C(C=C1)C(CN)C (2-(4-cyanophenyl)propyl)ammonia